NC1=CC=C(C(=C1C(C)(O)C(C(=O)OC(C)(C)C)CC(=O)OC(C)(C)C)F)F di-tert-butyl 2-(1-(6-amino-2,3-difluorophenyl)-1-hydroxyethyl)succinate